BrC1=CC=C(C=C1)C1(CC1)C=1NC(C2=C(N1)CCN(C2)C([C@H](O)C2=CC(=CC=C2)Cl)=O)=O (R)-2-(1-(4-bromophenyl)cyclopropyl)-6-(2-(3-chlorophenyl)-2-hydroxyacetyl)-5,6,7,8-tetrahydropyrido[4,3-d]pyrimidin-4(3H)-one